1-(diethylthiocarbamoyldisulfanyl)-N,N-diethyl-methanethioamide C(C)N(C(=S)SSC(N(CC)CC)=S)CC